NC1=NC=C(C=N1)C=1N=C(C=2N(C1)C=C(N2)CN(O)CC2=CC=C(C=C2)C=2C=C1CC[C@@H](N(C1=CC2)C(C)=O)C)N2CCOCC2 (S)-1-(6-(4-((((6-(2-Amino-pyrimidin-5-yl)-8-morpholinoimidazo[1,2-a]pyrazin-2-yl)methyl)(hydroxy)amino)methyl)phenyl)-2-methyl-3,4-dihydro-quinolin-1(2H)-yl)ethan-1-one